C(CCCCCCCCCCCCCCCCC)(=O)OC1=CC=CC2=CC3=CC=CC=C3C=C12 Anthracyl stearate